ClC=1C=CC(=C(C1)C=1C(=CC(=CC1)C(N[C@H](CCC)C1=CC=CC=C1)=O)C(=O)O)C1=NC2=NC=NC=C2N1 5'-chloro-4-{[(1R)-1-phenylbutyl]carbamoyl}-2'-(7H-purin-8-yl)-[1,1'-biphenyl]-2-carboxylic acid